6-chloro-1-((tetrahydro-2H-pyran-4-yl)methyl)-1H-pyrazolo[3,4-b]pyrazinedibenzyl (S)-2,2-difluoro-7-azaspiro[3.5]nonane-6,7-dicarboxylate FC1(CC2(C1)C[C@@H]1N(CC2)C(=O)OCC2=CC=CC=C2C=2N=C3C(=NC2Cl)N(N=C3C3=CC=CC=C3COC1=O)CC1CCOCC1)F